vinylcyclohexylphosphinic acid C(=C)P(O)(=O)C1CCCCC1